4-((5-amino-3-methyl-7-((spiro[2.3]hexan-5-ylmethyl)amino)-1H-pyrazolo[4,3-d]pyrimidin-1-yl)methyl)-3-methoxybenzoic acid NC=1N=C(C2=C(N1)C(=NN2CC2=C(C=C(C(=O)O)C=C2)OC)C)NCC2CC1(CC1)C2